2-bromo-1-(4-tert-butylphenyl)ethan-1-one BrCC(=O)C1=CC=C(C=C1)C(C)(C)C